(1,4,6,7-tetrahydro-5H-[1,2,3]triazolo[4,5-c]pyridin-5-yl)methanone N1N=NC=2CN(CCC21)C=O